4-(2,4-dinitrophenoxy)-3,5-dimethylbenzaldehyde [N+](=O)([O-])C1=C(OC2=C(C=C(C=O)C=C2C)C)C=CC(=C1)[N+](=O)[O-]